OCCCN1C(N(C=2N=C(N(C2C1=O)CCC(C)C)OC1=CC(=CC=C1)OC(F)(F)F)C)=O 1-(3-hydroxypropyl)-7-isopentyl-3-methyl-8-(3-(trifluoromethoxy)phenoxy)-1H-purine-2,6(3H,7H)-dione